5-[(dimethylamino)methyl]-2-({6-[(2R,3R,4R,5S)-3,4,5-trihydroxy-2-(hydroxymethyl)piperidin-1-yl]hexyl}amino)benzonitrile CN(C)CC=1C=CC(=C(C#N)C1)NCCCCCCN1[C@@H]([C@H]([C@@H]([C@H](C1)O)O)O)CO